C(#N)C=1N=C(C2=C(N1)N(C=C2)[C@H]2[C@@H]([C@@H]([C@H](O2)COCP(O)(O)=O)O)O)N[C@H](C)C2=CC=C(C=C2)C#N [(2R,3S,4R,5R)-5-[2-cyano-4-[[(1R)-1-(4-cyanophenyl)ethyl]-amino]pyrrolo[2,3-d]-pyrimidin-7-yl]-3,4-dihydroxy-tetrahydro-furan-2-yl]methoxy-methylphosphonic acid